N-(6-(2H-1,2,3-triazol-2-yl)-5-(trifluoromethyl)pyridin-3-yl)-2'-chloro-3,3'-dimethyl-[1,1'-biphenyl]-4-carboxamide N=1N(N=CC1)C1=C(C=C(C=N1)NC(=O)C1=C(C=C(C=C1)C1=C(C(=CC=C1)C)Cl)C)C(F)(F)F